C(C)C1N(CCC(C1)C(=O)NC1CCC(CC1)(C(F)(F)F)O)C(=O)C1=NN(C(=C1)C1=CC(=NC=C1F)OC)COCC[Si](C)(C)C 2-ethyl-1-[5-(5-fluoro-2-methoxypyridin-4-yl)-1-[[2-(trimethylsilyl)ethoxy]methyl]pyrazole-3-carbonyl]-N-[(1r,4r)-4-hydroxy-4-(trifluoromethyl)cyclohexyl]piperidine-4-carboxamide